C(CCCCCCCCCCC)OC(CCSCCC(=O)OCCCCCCCCCCCC)=O bis-dodecyl-3,3'-thiodipropionate